FC1=CC=C(C=C1)C1=CC(=C(C=N1)CNC(C=C)=O)C1=NC(=CC=C1)N1CCOCC1 N-((6'-(4-fluorophenyl)-6-morpholino-[2,4'-bipyridin]-3'-yl)methyl)acrylamide